palladium-platinum-iron carbon [C].[Fe].[Pt].[Pd]